C1(CCCC1)C1CC(N(CC1)C1=CC(=NN1COCC[Si](C)(C)C)C1=CC=NC=C1)=O 4-cyclopentyl-1-(3-(pyridin-4-yl)-1-((2-(trimethylsilyl)ethoxy)methyl)-1H-pyrazol-5-yl)piperidin-2-one